2-(piperidin-4-yl)pyridine N1CCC(CC1)C1=NC=CC=C1